C(CCCCC)C(C(=O)OCCCCCOC(C(CC(=O)OCCCCCOC(C(CCCCCCCC)CCCCCC)=O)SSC1=NC=CC=C1)=O)CCCCCCCC.FC1(CC(C1)(O)CC(=O)N[C@@H](CC)C1=CC(=CC=C1)OC(F)(F)F)F (S)-2-(3,3-difluoro-1-hydroxycyclobutyl)-N-(1-(3-(trifluoromethoxy)phenyl)propyl)acetamide bis(5-((2-hexyldecanoyl)oxy)pentyl)2-(pyridin-2-yldisulfaneyl)succinate